(S)-3-((S)-sec-butyl)-4-(4-(methylsulfonyl)piperazine-1-carbonyl)-1,3,4,5-tetrahydro-2H-benzo[e][1,4]diazepin-2-one [C@H](C)(CC)[C@@H]1N(CC2=C(NC1=O)C=CC=C2)C(=O)N2CCN(CC2)S(=O)(=O)C